ClC=1C=C(C=CC1)N(C1=C(C=C(C(=C1)C)[N+](=O)[O-])C)C N-(3-chlorophenyl)-N,2,5-trimethyl-4-nitroaniline